NC1(CC1)COC=1C=C(C(=O)N[C@H](C)C=2C=NC(=NC2)C(F)(F)F)C=C(C1)C=1SC(=CN1)C 3-[(1-Aminocyclopropyl)methoxy]-5-(5-methyl-1,3-thiazol-2-yl)-N-{(1R)-1-[2-(trifluoromethyl)pyrimidin-5-yl]ethyl}benzamide